2-(4-chlorophenyl)-4-(7-(naphthalen-2-yl)dibenzo[b,d]furan-2-yl)-6-phenylpyrimidine ClC1=CC=C(C=C1)C1=NC(=CC(=N1)C1=CC2=C(OC3=C2C=CC(=C3)C3=CC2=CC=CC=C2C=C3)C=C1)C1=CC=CC=C1